CC1=CN=C2N1N=C(C=C2)C2=CNC=1N=C(N=CC12)C1=NC2=CC=CC=C2C=C1 (5-(3-methylimidazo[1,2-b]pyridazin-6-yl)-7H-pyrrolo[2,3-d]pyrimidin-2-yl)quinoline